NC1=NC=C(C=2C1=CN(N2)C2OCCCC2)NC(=O)C(=O)N(CC2=NC=CC=C2)CC2=CC=CC1=CC=CC=C21 N-(4-amino-2-tetrahydropyran-2-yl-pyrazolo[4,3-c]pyridin-7-yl)-N'-(1-naphthylmethyl)-N'-(2-pyridylmethyl)oxamide